ClC1=NC=CC2=C1CN(N2)CC=2N=C1N(C=C(C=C1)C1CC1)C2 4-chloro-2-((6-cyclopropylimidazo[1,2-a]pyridin-2-yl)methyl)-1H-pyrazolo[4,3-c]pyridine